4-hydroxyphenylacetone OC1=CC=C(C=C1)CC(C)=O